C(CCCCCCCCC\C=C\CCCCCC)N(C)CC(=O)O N-vaccenyl-sarcosine